BrC1=CC(=C(C(=O)NC(NC2=C(C=CC=C2C)C(C)C)=O)C=C1Cl)F 4-Bromo-5-chloro-2-fluoro-N-((2-isopropyl-6-methylphenyl)carbamoyl)benzamide